NC1=C(C(=NC=N1)NC1=CC(=C2N(C1=O)C1(NC2=O)CCCCC1)C)O 6'-((6-amino-5-hydroxypyrimidin-4-yl)amino)-8'-methyl-2'H-spiro[cyclohexane-1,3'-imidazo[1,5-a]pyridine]-1',5'-dione